BrC=1C=CC(=C(C1)NC1=NC=NC2=CC(=CC=C12)OC)OC 4-((5-bromo-2-methoxyphenyl)amino)-7-methoxyquinazolin